CNC=1N=CC(=C2C=C(N=CC12)NC(=O)C1CC1)C#CC1=NC=CN=C1 N-(8-(methylamino)-5-(pyrazin-2-ylethynyl)-2,7-naphthyridin-3-yl)cyclopropanecarboxamide